ClC=1C(=CC2=C(C=3N([C@@H](CO2)C(C)C)C=C(C(C3)=O)C(=O)O)C1)OCCCO (R)-2-chloro-3-(3-hydroxypropoxy)-7-isopropyl-11-oxo-6,7-dihydro-11H-benzo[f]pyrido[1,2-d][1,4]oxazepine-10-carboxylic acid